OC1=C(C=CC(=C1)O)C(\C=C\C1=CC(=C(C=C1)OC)COC1=CC=C(C=C1)C(C)C)=O (E)-1-(2,4-Dihydroxyphenyl)-3-[4-methoxy-3-[(4-propan-2-ylphenoxy)methyl]phenyl]prop-2-en-1-one